5-bromo-1-(tetrahydro-2H-pyran-2-yl)-1H-imidazole BrC1=CN=CN1C1OCCCC1